(4-p-tolyl)-1H-imidazole-2-carbonitrile C1(=CC=C(C=C1)C=1N=C(NC1)C#N)C